4-chloro-2-[4-[methyl(tetrahydropyran-4-yl)amino]phenyl]-5-[[(3R)-tetrahydropyran-3-yl]methylamino]pyridazin-3-one ClC=1C(N(N=CC1NC[C@@H]1COCCC1)C1=CC=C(C=C1)N(C1CCOCC1)C)=O